4-((4-chloro-5-fluoro-2-(N-methyl-methanesulfonamido)-phenyl)amino)-N-ethoxy-6-((2-methyl-pyrimidin-4-yl)-amino)nicotinamide ClC1=CC(=C(C=C1F)NC1=CC(=NC=C1C(=O)NOCC)NC1=NC(=NC=C1)C)N(S(=O)(=O)C)C